ClC1=C(OCC=2C=C(C(=O)OC)C=C(C2)C2CC2)C=CC(=C1)C(F)(F)F methyl 3-((2-chloro-4-(trifluoromethyl) phenoxy) methyl)-5-cyclopropylbenzoate